CN(CCCNCCCN)C 3-(3-(Dimethylamino)propylamino)propyl-amin